N-[2-methyl-5-[[2-[(2S)-2-methylpyrrolidin-1-yl]acetyl]amino]-3-pyridyl]-2-(2-methylpyrazol-3-yl)-1H-pyrrolo[2,3-b]pyridine-5-carboxamide CC1=NC=C(C=C1NC(=O)C=1C=C2C(=NC1)NC(=C2)C=2N(N=CC2)C)NC(CN2[C@H](CCC2)C)=O